N-mono-Bocpiperazine C(=O)(OC(C)(C)C)N1CCNCC1